2-((2,6-dichloro-3-methylphenyl)amino)-6-hydroxybenzoic acid ClC1=C(C(=CC=C1C)Cl)NC1=C(C(=O)O)C(=CC=C1)O